N-[1-(tert-butoxycarbonyl)-4-piperidinyl]-2,4-dinitrobenzenesulfonamide C(C)(C)(C)OC(=O)N1CCC(CC1)NS(=O)(=O)C1=C(C=C(C=C1)[N+](=O)[O-])[N+](=O)[O-]